OCCN(CCO)CC1(CN(C1)C(=O)C1=C(C(=C(C=C1)F)F)NC1=C(C=C(C=C1)I)F)O 3-{[bis(2-hydroxyethyl)amino]Methyl}-1-({3,4-difluoro-2-[(2-fluoro-4-iodophenyl)amino]Phenyl}carbonyl)azetidin-3-ol